O.C(CC(O)(C(=O)[O-])CC(=O)[O-])(=O)[O-].[Fe+3].S1C(=NC2=C1C=CC=C2)NC(=O)C2=CN=C(S2)C=C2CCNCC2 N-(benzo[d]thiazol-2-yl)-2-(piperidin-4-ylidenemethyl)thiazole-5-carboxamide IRON CITRATE MONOHYDRATE